CC1OC(OC(OC(O1)C)C)C 2,4,6,8-tetramethyl-1,3,5,7-tetraoxacyclooctane